ClC=1C=NN2C1C=NC=C2C2=CN=C(S2)C(=O)NCC2=NC=CC(=C2)S(=O)(=O)C2CC2 5-{3-Chloropyrazolo[1,5-a]pyrazin-7-yl}-N-[(4-cyclopropanesulfonylpyridin-2-yl)methyl]-1,3-thiazole-2-carboxamide